C(C)(C)(C)OC(=O)N1CC2(C1)CN(C2)C([C@H](NC2=NC=1C(=CC=CC1C=1N2N=C(N1)C=1C=NN(C1)C)Br)C)=O 6-{N-[7-bromo-2-(1-methyl-1H-pyrazol-4-yl)[1,2,4]triazolo[1,5-c]quinazolin-5-yl]-D-alanyl}-2,6-diazaspiro[3.3]heptane-2-carboxylic acid tert-butyl ester